4-((2,3-dichloro-1-((2-(trimethylsilyl)ethoxy)methyl)-1H-pyrrolo[2,3-B]pyridin-4-yl)oxy)-2-methylaniline ClC1=C(C=2C(=NC=CC2OC2=CC(=C(N)C=C2)C)N1COCC[Si](C)(C)C)Cl